CC=1C(=CC(=NC1)OC[C@H](C)NS(=O)(=O)C(F)(F)F)C(=O)NCC(F)(F)F 5-methyl-N-(2,2,2-trifluoroethyl)-2-[(2S)-2-(trifluoromethylsulfonylamino)propoxy]pyridine-4-carboxamide